6-[5-(2-oxo-hexahydro-thieno[3,4-d]imidazol-4-yl)-pentanoylamino]-hexanoic acid O=C1NC2C(N1)CSC2CCCCC(=O)NCCCCCC(=O)O